C(C)(C)(C)OC(=O)N1CCC(C2(CN(C2)CC#C)C1)=O 2-prop-2-ynyl-5-oxo-2,8-diazaspiro[3.5]nonane-8-carboxylic acid tert-butyl ester